BrC1=C2C(=CN=CC2=CC=C1)C(C#N)NC(C(CC1(CC1)F)NC([C@H](C(C)(C)C)NC(C(F)(F)F)=O)=O)=O (2S)-N-[2-[[(5-bromo-4-isoquinolyl)-cyano-methyl]amino]-1-[(1-fluorocyclopropyl)methyl]-2-oxo-ethyl]-3,3-dimethyl-2-[(2,2,2-trifluoroacetyl)amino]butanamide